4-((6-bromobenzo[d][1,3]dioxol-5-yl)methylene)-2,6-di-tert-butylcyclohexa-2,5-dien-1-one BrC=1C(=CC2=C(OCO2)C1)C=C1C=C(C(C(=C1)C(C)(C)C)=O)C(C)(C)C